N-octadecenyl-2-cyano-3-tetrahydropyranyloxypyridin-4-one C(=CCCCCCCCCCCCCCCCC)N1C(=C(C(C=C1)=O)OC1OCCCC1)C#N